tris-(2-chloro-1-methylethyl)phosphate ClCC(C)OP(=O)(OC(CCl)C)OC(CCl)C